CC1=NC=NC=C1 4-methylpyrimidine